tert-butyl (2-(2,6-dimethylmorpholino)ethyl)carbamate CC1OC(CN(C1)CCNC(OC(C)(C)C)=O)C